potassium ((4-methylpiperazin-1-yl)methyl)trifluoroborate CN1CCN(CC1)C[B-](F)(F)F.[K+]